4-bromo-2-[(3R)-3-methyl-[1,4'-bipiperidin]-1'-yl]-1,3-thiazole-5-carboxylic acid BrC=1N=C(SC1C(=O)O)N1CCC(CC1)N1C[C@@H](CCC1)C